CNC(C1=C(C=CC=C1)SC1=CC=C2C(=NN(C2=C1)C1OCCCC1)\C=C\C1=NC=C(C=C1)CN1CCCC1)=O N-methyl-2-[3-[(trans)-2-[5-(pyrrolidin-1-ylmethyl)-2-pyridinyl]vinyl]-1-tetrahydropyran-2-ylindazol-6-yl]sulfanyl-benzamide